5-(tetrahydro-2H-pyran-4-yl)isoxazolo[4,5-d]pyrimidine O1CCC(CC1)C=1N=CC2=C(N1)C=NO2